FC=1C=C2C(C(=CN(C2=NC1N1CC(C1)N1N=CN=N1)C1=NC=NS1)C(=O)O)=O 6-fluoro-4-oxo-7-[3-(2H-1,2,3,4-tetrazol-2-yl)azetidin-1-yl]-1-(1,2,4-thiadiazol-5-yl)-1,4-dihydro-1,8-naphthyridine-3-carboxylic acid